C(C)(C)(C)OC(NCCOC1=NC=CC2=CC(=CC=C12)C(F)(F)F)=O (2-((6-(trifluoromethyl)isoquinolin-1-yl)oxy)ethyl)carbamic acid tert-butyl ester